[Ba].[Zn].[Cr] chromium-zinc-barium